BrC=1C(=C(C=CC1)N1C[C@@H](N(CC1)C(=O)OC(C)(C)C)C)OCC(O)C1=CC=C(C=C1)Cl tert-butyl (2S)-4-(3-bromo-2-(2-(4-chlorophenyl)-2-hydroxyethoxy) phenyl)-2-methylpiperazine-1-carboxylate